Bis[(5-nitro-2-furyl)methyl] (4-nitrophenyl) phosphate P(=O)(OCC=1OC(=CC1)[N+](=O)[O-])(OCC=1OC(=CC1)[N+](=O)[O-])OC1=CC=C(C=C1)[N+](=O)[O-]